FC(C(=C(C(C(F)(F)F)(C(F)(F)F)F)C(F)(F)F)F)(F)F perfluoro-3,4-dimethyl-2-pentene